ClC1=C(C=CC(=C1)F)[C@@H](CC)NC(=O)C=1C=C(N2C1COCC2)C(=O)N2CCCC2 6-(pyrrolidine-1-carbonyl)-3,4-dihydro-1H-pyrrolo[2,1-c][1,4]oxazine-8-carboxylic acid [(R)-1-(2-chloro-4-fluoro-phenyl)-propyl]-amide